C[C@@H]1CCNC(OCC=2C(=CC=C(C3=NNC4=CC=C(O1)C=C34)C2)C#N)=O (13R)-13-methyl-9-oxo-8,14-dioxa-10,19,20-triazatetracyclo[13.5.2.12,6.018,21]tricosa-1(20),2,4,6(23),15,17,21-heptaene-5-carbonitrile